NC1=NN(C=C1C(=O)N)C1=NC(=CC=C1)C1=NOC(=C1)[C@]1(C(N(CC1)C)=O)O (R)-3-Amino-1-(6-(5-(3-Hydroxy-1-methyl-2-oxopyrrolidin-3-yl)isoxazol-3-yl)pyridin-2-yl)-1H-pyrazole-4-carboxamide